(2,5-dimethyl-4-{[3-(2,2,2-trifluoroethoxy)phenyl]thio}phenyl)-N-ethyl-N-methylformamidine CC1=C(C=C(C(=C1)SC1=CC(=CC=C1)OCC(F)(F)F)C)C(=N)N(C)CC